1-(3-((7-oxo-7-(piperidin-1-yl)heptyl)amino)phenyl)dihydropyrimidine-2,4(1H,3H)-dione O=C(CCCCCCNC=1C=C(C=CC1)N1C(NC(CC1)=O)=O)N1CCCCC1